Cl.CN1N=C(C=C1)[C@@H](C)N (R)-1-(1-methyl-1H-pyrazol-3-yl)ethan-1-amine hydrochloride